C(C)(C)(C)[Si](C1=CC=CC=C1)(C1=CC=CC=C1)OCC1CC(C1)I tert-butyl(((1s,3s)-3-iodocyclobutyl)methoxy)diphenylsilane